C(CCCCCCC)P(CCCCCCCC)(CCCCCCCC)=O Trin-octyl-phosphine oxide